4-[3-chloro-6-fluoro-2-[(E)-2-(4-hydroxyphenyl)vinyl]phenyl]-5-hydroxy-2,6-dimethyl-pyridazin-3-one ClC=1C(=C(C(=CC1)F)C=1C(N(N=C(C1O)C)C)=O)\C=C\C1=CC=C(C=C1)O